C1(CC1)C=1C=C(C=2N(C1)C=C(N2)C#CC2=CN=NC(=C2)O)N2C(N(C(C2)=O)C)=O 1-(6-cyclopropyl-2-((6-hydroxypyridazin-4-yl)ethynyl)imidazo[1,2-a]pyridin-8-yl)-3-methylimidazolidine-2,4-dione